FC1(CC(CC2(CCCC2)C1O)C(=O)NC12CC(C1)(C2)Cl)F 9,9-difluoro-N-(3-chlorobicyclo[1.1.1]pentan-1-yl)-10-hydroxyspiro[4.5]decane-7-carboxamide